C(C)(C)(C)N1C[C@H](CCC1)C=1N(C2=C(C(=NC=3C=C(C=CC23)Br)N)N1)CC tert-butyl-(S)-3-(4-amino-7-bromo-1-ethyl-1H-imidazo[4,5-c]quinolin-2-yl)piperidine